ClC1=CC(=C2C=C(NC2=C1)C(=O)OC)OC methyl 6-chloro-4-methoxy-1H-indole-2-carboxylate